C(#N)C=1C(N2CCC3(OCCO3)C2=CC1C(C(=O)OCC)CC1CC1)=O Ethyl 2-(6-cyano-5-oxo-2,3-dihydro-5H-spiro[indolizine-1,2'-[1,3]dioxolane]-7-yl)-3-cyclopropylpropanoate